C(C)(C)(C)C1=CC(=C(O1)C)C(=O)NC1=C(C=CC=C1)\C=C\C(=O)NO (E)-5-(tert-butyl)-N-(2-(3-(hydroxyamino)-3-oxoprop-1-en-1-yl)phenyl)-2-methylfuran-3-carboxamide